C(C)OC(=O)C1(CC(=NO1)C1=C(C=C(C(=C1)C=1C=NC=C(C1)OC)F)Cl)C 3-[2-chloro-4-fluoro-5-(5-methoxy-3-pyridinyl)-phenyl]-5-methyl-4H-isoxazole-5-carboxylic acid ethyl ester